ClC=1C=NC(=NC1)N1CCC(CC1)CCCOC1=CC(=C(C=C1)CC(=O)O)F 2-[4-[3-[1-(5-chloropyrimidin-2-yl)-4-piperidyl]propoxy]-2-fluoro-phenyl]acetic acid